ClC=1C=NC(=NC1)N1CCCC1 1-(5-chloropyrimidin-2-yl)pyrrolidin